FC=1C=C(C=C(C1N1[C@H]2CS(C[C@@H]1CC2)=O)F)N2C(O[C@H](C2)CNC(C)=O)=O N-(((5S)-3-(3,5-difluoro-4-((1R,5S)-3-oxo-3-thia-8-azabicyclo[3.2.1]oct-8-yl)phenyl)-2-oxo-oxazolidin-5-yl)methyl)acetamide